COC1=C(CC(N)C)C=C(C=C1)OC 2,5-dimethoxyamphetamine